C1(CCCCC1)C(COCCC)(COCCC)CCC(Br)(Cl)Cl 2-cyclohexyl-2-(3,3-dichloro-3-bromopropyl)-1,3-dipropoxypropane